FC=1C=C(C=CC1)C1NCC(CC1)C 2-(3-Fluorophenyl)-5-methyl-piperidine